6-[5-[1-[allyl-[6,8-bis(trifluoromethyl)quinazolin-4-yl]amino]ethyl]-1,2,4-triazol-1-yl]pyridine-3-carbonitrile C(C=C)N(C(C)C1=NC=NN1C1=CC=C(C=N1)C#N)C1=NC=NC2=C(C=C(C=C12)C(F)(F)F)C(F)(F)F